N-((1-(6-(2-hydroxyphenyl)pyridazin-4-yl)-4-phenylpiperidin-4-yl)methyl)-4-phenoxypiperidine-4-carboxamide OC1=C(C=CC=C1)C1=CC(=CN=N1)N1CCC(CC1)(C1=CC=CC=C1)CNC(=O)C1(CCNCC1)OC1=CC=CC=C1